(3r,4s)-3-amino-4-fluoropyrrolidine-1-carboxylic acid tert-butyl ester C(C)(C)(C)OC(=O)N1C[C@H]([C@H](C1)F)N